NC=1C=CC(=C(C(=O)NCCNC(OC(C)(C)C)=O)C1)CO tert-butyl (2-(5-amino-2-(hydroxymethyl)benzamido)ethyl)carbamate